[Ir].C1(=CC=CC=C1)C=1C(=NC2=CC=CC=C2C1)C1=CC=CC=C1 diphenylquinoline iridium